BrC1=CC=C(C=C1)[C@@H](C(F)(F)F)N(C(=O)C1CC(C1)C(=O)OCC1=CC=CC=C1)C benzyl 3-{[(1S)-1-(4-bromophenyl)-2,2,2-trifluoroethyl] (methyl)carbamoyl}cyclobutane-1-carboxylate